N(=C=S)C=1C=C(C=C(C1)C(F)(F)F)[C@H]1N(CCC1)C (S)-2-(3-isothiocyanato-5-(trifluoromethyl)phenyl)-1-methylpyrrolidine